FC=1C=C(CNC(OC(C)(C)C)=O)C=C(C1)C=1C=NN(C1)C1=CC=C(C=C1)F tert-Butyl (3-fluoro-5-(1-(4-fluorophenyl)-1H-pyrazol-4-yl)benzyl)carbamate